CS(=O)(=O)C1=CC=C(C=C1)C1=C(C(OC1)=O)C1=CC=C(C=C1)C [4-(methylsulfonyl)phenyl]-3-(p-tolyl)furan-2(5H)-one